butyl (R)-2-((((9H-fluoren-9-yl)methoxy)carbonyl)amino)-3-iodopropanoate C1=CC=CC=2C3=CC=CC=C3C(C12)COC(=O)N[C@H](C(=O)OCCCC)CI